2-chloro-N1-(2,4-difluorophenyl)-N1,5-dimethylbenzene-1,3-diamine ClC1=C(C=C(C=C1N)C)N(C)C1=C(C=C(C=C1)F)F